C(=C)C(C=O)CCC vinyl-pentanal